ClC=1C(=NC(=NC1)NC1=C(C=C(C(=C1)C)C=1C[C@H](N([C@H](C1)C1CC1)C)C1CC1)OC(C)C)NC1=C(C=CC=C1)S(=O)(=O)C(C)C 5-chloro-N2-(4-((2S,6S)-2,6-dicyclopropyl-1-methyl-1,2,3,6-tetrahydropyridin-4-yl)-2-isopropoxy-5-methyl-phenyl)-N4-(2-(isopropylsulfonyl)phenyl)pyrimidine-2,4-diamine